C(CCC)[O-] butanolate